7-bromo-2-butyl-1-((tetrahydro-2H-pyran-4-yl)methyl)-1H-imidazo[4,5-d]thieno[3,2-b]pyridine BrC1=CC2=NC=C3C(=C2S1)N(C(=N3)CCCC)CC3CCOCC3